5-fluoro-N2-[3-(N-methylaminosulfonyl)-4-methylphenyl]-2,4-pyrimidinediamine FC=1C(=NC(=NC1)NC1=CC(=C(C=C1)C)S(=O)(=O)NC)N